tert-butyl 6-(5-hydroxy-4-(6-methoxypyridin-3-yl)-1H-pyrazol-1-yl)nicotinate OC1=C(C=NN1C1=NC=C(C(=O)OC(C)(C)C)C=C1)C=1C=NC(=CC1)OC